N-octadecenyl-2-(3,4-dibenzyloxy-phenyl)-3,5,7-tribenzyloxy-quinolin-4-one C(=CCCCCCCCCCCCCCCCC)N1C(=C(C(C2=C(C=C(C=C12)OCC1=CC=CC=C1)OCC1=CC=CC=C1)=O)OCC1=CC=CC=C1)C1=CC(=C(C=C1)OCC1=CC=CC=C1)OCC1=CC=CC=C1